C/C(/C(=O)OCC)=C\C1=NC=CC=N1 (E)-ethyl 2-methyl-3-(pyrimidin-2-yl)acrylate